4-chloro-N-(3-(3-(pyrrolidin-1-yl)quinoxaline-6-carbonyl)phenyl)-3-(trifluoromethyl)benzamide ClC1=C(C=C(C(=O)NC2=CC(=CC=C2)C(=O)C=2C=C3N=C(C=NC3=CC2)N2CCCC2)C=C1)C(F)(F)F